1-(4-thiophenylphenyl)-octan-1-one oxime S1C(=CC=C1)C1=CC=C(C=C1)C(CCCCCCC)=NO